dec-4-en-8-yl 2-methylpropanoate CC(C(=O)OC(CCC=CCCC)CC)C